COC(=O)C=1NC(=C(C1Br)F)Br 3,5-dibromo-4-fluoro-1H-pyrrole-2-carboxylic acid methyl ester